FC(C1CN(C1)C=1C=2N(N=C(C1)C=1C(=NC(=NC1)OC)OC)C=CN2)F 8-(3-(difluoromethyl)azetidin-1-yl)-6-(2,4-dimethoxypyrimidin-5-yl)imidazo[1,2-b]pyridazine